COC1=CC=C(C=C1)C1=NOC(=N1)N1CCC(CC1)C(=O)NC1=C(C=CC=C1)C 1-(3-(4-methoxyphenyl)-1,2,4-oxadiazol-5-yl)-N-(o-tolyl)piperidine-4-carboxamide